perfluorophenyl 4-chloro-3-(2,4-dioxotetrahydropyrimidin-1(2H)-yl)pentafluorophenylbenzoate ClC1=C(C=C(C=C1)C1(C(C(=O)OC2=C(C(=C(C(=C2F)F)F)F)F)(C=CC(C1(F)F)F)F)F)N1C(NC(CC1)=O)=O